CC1=NCC(C2=CC=CC=C12)(C)C 1,4,4-trimethyl-3,4-dihydroisoquinoline